(4-((4-(3-(2,4-dioxotetrahydropyrimidin-1(2H)-yl)-4-methoxybenzoyl)piperazin-1-yl)methyl)piperidin-1-yl)carbamate O=C1N(CCC(N1)=O)C=1C=C(C(=O)N2CCN(CC2)CC2CCN(CC2)NC([O-])=O)C=CC1OC